3-aminopropyl(dodecanoxydimethylsilane) NCCC[Si](C)(C)OCCCCCCCCCCCC